Methyl 7-chloro-4-(methoxy-d3)-2-(4-(3-methoxyazetidin-1-yl) cyclohexyl)-2-methylbenzo[d][1,3]dioxan-5-carboxylate ClC=1C=C(C2=C(OC(OC2OC([2H])([2H])[2H])(C)C2CCC(CC2)N2CC(C2)OC)C1)C(=O)OC